(1R,4s)-4-(8-(2-chloro-4,6-difluorophenylamino)-2-((1S,3S)-3-hydroxycyclopentylamino)-9H-purin-9-yl)-1-methylcyclohexanecarboxamide ClC1=C(C(=CC(=C1)F)F)NC=1N(C2=NC(=NC=C2N1)N[C@@H]1C[C@H](CC1)O)C1CCC(CC1)(C(=O)N)C